Cl.C(CC1=CC=CC=C1)N (+)-phenethylamine hydrochloride